4-[3-chloro-6-fluoro-2-[(E)-2-[4-(methylsulfanylmethyl)phenyl]vinyl]phenyl]-5-hydroxy-2,6-dimethyl-pyridazin-3-one ClC=1C(=C(C(=CC1)F)C=1C(N(N=C(C1O)C)C)=O)\C=C\C1=CC=C(C=C1)CSC